ditrimethylpropane tetramethacrylate C(C(=C)C)(=O)O.C(C(=C)C)(=O)O.C(C(=C)C)(=O)O.C(C(=C)C)(=O)O.CC(CC)(C)C.CC(CC)(C)C